thio-barbituric acid N1C(=S)NC(=O)CC1=O